CC1=NC(=CC(=C1)C=1NC2=CC=C(C=C2C1C(C)C)C1CCN(CC1)C(CN1CC(NCC1)=O)=O)C 4-(2-(4-(2-(2,6-dimethylpyridin-4-yl)-3-isopropyl-1H-indol-5-yl)piperidin-1-yl)-2-oxoethyl)piperazin-2-one